COCC(=O)NC=1C=C(C=C2C=C(NC12)C1=CC=CC=C1)COCCOC 2-methoxy-N-[5-(2-methoxyethoxymethyl)-2-phenyl-1H-indol-7-yl]acetamide